4-(4-((1R,5S)-3,8-diazabicyclo[3.2.1]octan-3-yl)-8-fluoro-2-((tetrahydro-1H-pyrrolizin-7a(5H)-yl)methoxy)pyrido[4,3-d]pyrimidin-7-yl)naphthalen-2-ol [C@H]12CN(C[C@H](CC1)N2)C=2C1=C(N=C(N2)OCC23CCCN3CCC2)C(=C(N=C1)C1=CC(=CC2=CC=CC=C12)O)F